FC1=C(C=CC(=C1)SC)NC=1N(C(C=C2CCN(C(C12)=O)OCCO)=O)C 8-((2-fluoro-4-(methylsulfanyl)phenyl)amino)-2-(2-hydroxyethoxy)-7-methyl-3,4-dihydro-2,7-naphthyridine-1,6(2h,7h)-dione